N-ethylsulfonamide sodium [Na].C(C)NS(=O)=O